OCCN1C2=C([C@H]([C@@H](C1=O)NC(C1=CC(=CC=C1)C(F)(F)F)=O)C1=CC(=CC=C1)NC(C(=C)CN1CCOCC1)=O)C(=NN2C2=CC=CC=C2)C |r| rac-N-((4R,5S)-7-(2-hydroxyethyl)-3-methyl-4-(3-(2-(morpholinomethyl)acrylamido)phenyl)-6-oxo-1-phenyl-4,5,6,7-tetrahydro-1H-pyrazolo[3,4-b]pyridin-5-yl)-3-(trifluoromethyl)benzamide